NC=1C(=CC(=C(C1)NC1=NC=C(C(=N1)N1CC(C2=NC(=CC=C21)C)(C)C)C(=O)OC(C)C)OC)N2C[C@H](CC2)N(C)C isopropyl (S)-2-((5-amino-4-(3-(dimethyl amino)pyrrolidin-1-yl)-2-methoxyphenyl)amino)-4-(3,3,5-trimethyl-2,3-dihydro-1H-pyrrolo[3,2-b]pyridin-1-yl)pyrimidine-5-carboxylate